2-[(3S,4R)-4-[3-(2,4-dioxohexahydropyrimidin-1-yl)-1-methyl-indazol-6-yl]-3-fluoro-1-piperidinyl]Acetic acid hydrochloride Cl.O=C1N(CCC(N1)=O)C1=NN(C2=CC(=CC=C12)[C@@H]1[C@@H](CN(CC1)CC(=O)O)F)C